N1CCC(CC1)CCCCOC1=CC=C(C=C1)CCC(=O)O 3-(4-[4-(piperidin-4-yl)butoxy]phenyl)-propanoic acid